3-butyl-8-methoxy-3,5-dihydro-2H-1,5-benzothiazepin-4-one C(CCC)C1CSC2=C(NC1=O)C=CC(=C2)OC